1-fluoro-N-(5-(morpholinomethyl)-9-oxo-2-(trifluoromethyl)-9H-indeno[2,1-d]pyrimidin-7-yl)cyclopropane-1-carboxamide FC1(CC1)C(=O)NC1=CC=2C(C=3N=C(N=CC3C2C(=C1)CN1CCOCC1)C(F)(F)F)=O